3-((7-(3-chloropropoxy)quinazolin-4-yl)amino)-4-(dimethylamino)-N-methylbenzenesulfonamide ClCCCOC1=CC=C2C(=NC=NC2=C1)NC=1C=C(C=CC1N(C)C)S(=O)(=O)NC